C1(=CC=CC=C1)C1=C2C(=C(C(=C(C2=C(C=2C(=C(C(=C(C12)[2H])[2H])[2H])[2H])[2H])[2H])[2H])[2H])C1=C(C=CC=C1)C1=CC=CC2=CC=CC=C12 Phenyl-(naphthylphenyl)anthracene-d8